(3R,4S)-3-cyclopropyl-4-methyl-1-(6-(1-methyl-1H-pyrazol-4-yl)-7-tosyl-7H-pyrrolo[2,3-d]pyrimidin-4-yl)-2-oxopyrrolidine-3-carbonitrile C1(CC1)[C@]1(C(N(C[C@H]1C)C=1C2=C(N=CN1)N(C(=C2)C=2C=NN(C2)C)S(=O)(=O)C2=CC=C(C)C=C2)=O)C#N